ClC1=C(C(=C(C#N)C(=C1)N1CC(C1)C)C1=C(C=NN1C)I)F 4-chloro-3-fluoro-2-(4-iodo-1-methyl-1H-pyrazol-5-yl)-6-(3-methylazetidin-1-yl)benzonitrile